5-(1-(cyclohexylmethyl)piperidin-4-yl)-2-(isoquinolin-5-yl)-2,4-dihydro-3H-1,2,4-triazol-3-one C1(CCCCC1)CN1CCC(CC1)C=1NC(N(N1)C1=C2C=CN=CC2=CC=C1)=O